2-acetamidopenta-4-ynoate C(C)(=O)NC(C(=O)[O-])CC#C